tert-butyl 3-(4-(2-(2-(4-(2,6-bis(benzyloxy)pyridin-3-yl)phenoxy)ethoxy)ethoxy) pyridin-3-yl)azetidine-1-carboxylate C(C1=CC=CC=C1)OC1=NC(=CC=C1C1=CC=C(OCCOCCOC2=C(C=NC=C2)C2CN(C2)C(=O)OC(C)(C)C)C=C1)OCC1=CC=CC=C1